[N+](=O)([O-])C=1C=C2N(CCN(C2=CC1)C(=O)OC(C)(C)C)C(=O)OC(C)(C)C di-tert-butyl 6-nitro-2,3-dihydroquinoxaline-1,4-dicarboxylate